sodium bishydroxyethyl isophthalate C(C1=CC(C(=O)OCCO)=CC=C1)(=O)OCCO.[Na]